(R)-N-((S)-1-(5-bromopyridin-3-yl)but-3-enyl)-2-methylpropan-2-sulfinamide BrC=1C=C(C=NC1)[C@H](CC=C)N[S@](=O)C(C)(C)C